COC1=C(C(=CC=C1)OC)N(C(=O)C(=O)N)C1=C(C=CC=C1OC)OC N,N-bis(2,6-dimethoxyphenyl)oxamide